(S)-4-(4-(3-cyclohexylmorpholino)-2-(1-(2-hydroxy-2-methylpropyl)-1H-pyrazol-4-yl)quinazolin-6-yl)-6-methyl-1,6-dihydro-7H-pyrrolo[2,3-c]pyridin-7-one C1(CCCCC1)[C@H]1COCCN1C1=NC(=NC2=CC=C(C=C12)C=1C2=C(C(N(C1)C)=O)NC=C2)C=2C=NN(C2)CC(C)(C)O